FC1=C(C=CC=C1F)C#CC1=CNC2=C1C=1N(C(=N2)N2CCC3([C@@H]([C@@H](OC3)C)N)CC2)C=CN1 (3S,4S)-8-(9-((2,3-difluorophenyl)ethynyl)-7H-imidazo[1,2-c]pyrrolo[3,2-e]pyrimidin-5-yl)-3-methyl-2-oxa-8-azaspiro[4.5]decan-4-amine